((3R,6S)-6-((carbamoyloxy)methyl)tetrahydro-2H-pyran-3-yl)carbamic acid tert-butyl ester C(C)(C)(C)OC(N[C@H]1CO[C@@H](CC1)COC(N)=O)=O